[Bi].[V] vanadium Bismuth